4-(1H-benzo[d]imidazol-1-yl)-4-fluoro-1,3-diphenylbut-3-en-1-ol N1(C=NC2=C1C=CC=C2)C(=C(CC(O)C2=CC=CC=C2)C2=CC=CC=C2)F